ClC1=NC=CC=2C1=CN(N2)C 4-chloro-2-methyl-pyrazolo[4,3-c]pyridine